2-phenoxyethyl formate C(=O)OCCOC1=CC=CC=C1